N=1N(C=C2C=CC=CC12)CCCO 3-(2H-indazol-2-yl)propan-1-ol